tert-butyl (S)-4-(6-(2,8-dimethylimidazo[1,2-a]pyrazine-6-carboxamido)pyridazin-3-yl)-2-methylpiperazine-1-carboxylate CC=1N=C2N(C=C(N=C2C)C(=O)NC2=CC=C(N=N2)N2C[C@@H](N(CC2)C(=O)OC(C)(C)C)C)C1